(S)-3-(2-amino-3-chloropyridin-4-yl)-6-(4'-amino-4'H,6'H-spiro[piperidine-4,5'-pyrrolo[1,2-b]pyrazol]-1-yl)-5-methyl-1,5-dihydro-4H-pyrazolo[3,4-d]pyrimidin-4-one NC1=NC=CC(=C1Cl)C1=NNC=2N=C(N(C(C21)=O)C)N2CCC1([C@@H](C=3N(N=CC3)C1)N)CC2